2-oxabicyclo[2.2.1]heptan-5-amine C12OCC(C(C1)N)C2